C1(=CC=CC=C1)N(C1=CC=C(C=C1)C(C(=O)C1=CC=C(C=C1)N(C1=CC=CC=C1)C1=CC=CC=C1)=O)C1=CC=CC=C1 1,2-bis(4-(diphenylamino)phenyl)ethane-1,2-dione